[Se]1[Se]O1 diseleno ether